2,4-difluoro-N-phenethylbenzamide FC1=C(C(=O)NCCC2=CC=CC=C2)C=CC(=C1)F